N,N-diethylhexylamine C(C)N(CC)CCCCCC